tert-butyl (3-(3-(5-(phenoxymethyl)-1H-imidazol-2-yl)-1H-indazole-5-carboxamido)propyl)carbamate O(C1=CC=CC=C1)CC1=CN=C(N1)C1=NNC2=CC=C(C=C12)C(=O)NCCCNC(OC(C)(C)C)=O